Methyl 4-(3-methoxy-3-oxopropyl)-5-methyl-1-((2-(trimethylsilyl)ethoxy)methyl)-1H-pyrazole-3-carboxylate COC(CCC=1C(=NN(C1C)COCC[Si](C)(C)C)C(=O)OC)=O